(S)-3-((1-(2-(2-methoxyphenyl)-2-((tetrahydro-2H-pyran-4-yl)oxy)ethyl)-5-methyl-6-(oxazol-2-yl)-2,4-dioxa-1,4-dihydrothieno[2,3-d]pyrimidine-3(2H)-yl)methyl)cyclobutane-1-carboxamide COC1=C(C=CC=C1)[C@@H](CN1ON(OC2=C1SC(=C2C)C=2OC=CN2)CC2CC(C2)C(=O)N)OC2CCOCC2